[Br-].CC1=C(C(=CC=C1)C)NC(C[N+](CCO)(CC)CC)=O 2-(2,6-dimethylphenylamino)-N,N-diethyl-N-(2-hydroxyethyl)-2-oxoethylammonium bromide